BrC1=C(C=C2C=C(NC2=C1)CNC(=O)C1(CC1)C)F N-((6-bromo-5-fluoro-1H-indol-2-yl)methyl)-1-methylcyclopropane-1-carboxamide